1-(5-(2,3,6',8'-tetrahydrospiro[indene-1,9'-pyrido[3',2':4,5]imidazo[2,1-c][1,4]oxazin]-2'-yl)pyrimidin-2-yl)azepin-4-ol N1=C(C=CC=2N=C3COCC4(N3C21)CCC2=CC=CC=C24)C=2C=NC(=NC2)N2C=CC(=CC=C2)O